2-[6-bromomethyl-3-pyridinyl]-5-difluoromethyl-1,3,4-oxadiazol BrCC1=CC=C(C=N1)C=1OC(=NN1)C(F)F